BrC1=C(C=CC2=C1CC(O2)(C(=O)N(C)OC)C2=CC=CC=C2)Cl 4-bromo-5-chloro-N-methoxy-N-methyl-2-phenyl-2,3-dihydrobenzofuran-2-carboxamide